CC(C)C1OCC=N1 2-(1-methylethyl)-3-oxazoline